1-{5-[Methyl(2,2,6,6-tetramethylpiperidin-4-yl)amino][1,3]thiazolo[5,4-d][1,3]thiazol-2-yl}-4-(1H-pyrazol-4-yl)pyridin-2(1H)-on CN(C=1SC2=C(N1)SC(=N2)N2C(C=C(C=C2)C=2C=NNC2)=O)C2CC(NC(C2)(C)C)(C)C